The molecule is a member of the class of benzimidazoles used widely in the treatment of hypertension. It has a role as an antihypertensive agent, an angiotensin receptor antagonist, an EC 3.4.15.1 (peptidyl-dipeptidase A) inhibitor, a xenobiotic and an environmental contaminant. It is a member of biphenyls, a member of benzimidazoles and a carboxybiphenyl. CCCC1=NC2=C(N1CC3=CC=C(C=C3)C4=CC=CC=C4C(=O)O)C=C(C=C2C)C5=NC6=CC=CC=C6N5C